(2S)-1-{8-fluoro-7-[7-fluoro-3-(methoxymethoxy)-8-[2-(triisopropylsilyl)ethynyl]naphthalen-1-yl]-2-(methylsulfanyl)pyrido[4,3-d]pyrimidin-5-yl}-N,2-dimethylazetidine-2-carboxamide FC1=C(N=C(C2=C1N=C(N=C2)SC)N2[C@@](CC2)(C(=O)NC)C)C2=CC(=CC1=CC=C(C(=C21)C#C[Si](C(C)C)(C(C)C)C(C)C)F)OCOC